B([O-])([O-])[O-].[Mg+2].B([O-])([O-])[O-].[Mg+2].[Mg+2] Magnesium borat